(R)-N-(4-(5-(4-((1,4-dioxan-2-yl)methoxy)-3-methoxyphenyl)-2-aminopyridin-3-yl)-3-fluorophenyl)-3-(4-fluorophenyl)-1-isopropyl-2,4-dioxo-1,2,3,4-tetrahydropyrimidin-5-carboxamide O1[C@H](COCC1)COC1=C(C=C(C=C1)C=1C=C(C(=NC1)N)C1=C(C=C(C=C1)NC(=O)C=1C(N(C(N(C1)C(C)C)=O)C1=CC=C(C=C1)F)=O)F)OC